C(C1=CC=CC=C1)OC=1C=C(C=CC1OCC1=CC=CC=C1)[C@H]([C@@H](C(=O)OC)N(CC1=CC=CC=C1)CC1=CC=CC=C1)O methyl (2S,3R)-3-(3,4-bis(benzyloxy) phenyl)-2-dibenzylamino-3-hydroxypropionate